NC1=C(C=NN1)C(=O)NC1=CC=C(C=C1)Br 5-amino-N-(4-bromophenyl)-1H-pyrazole-4-carboxamide